2-(2,6-dioxo-3-piperidinyl)-4-hydroxy-isoindoline-1,3-dione O=C1NC(CCC1N1C(C2=CC=CC(=C2C1=O)O)=O)=O